(R)-4-{3-[4-(2-(2,4-dimethyl-3-oxopiperazin-1-yl)ethoxy)phenyl]isoquinolin-7-yl}-6-methyl-1-tosyl-1H-pyrrolo[2,3-c]pyridin-7(6H)-one C[C@H]1N(CCN(C1=O)C)CCOC1=CC=C(C=C1)C=1N=CC2=CC(=CC=C2C1)C=1C2=C(C(N(C1)C)=O)N(C=C2)S(=O)(=O)C2=CC=C(C)C=C2